phenylbiphenyl-One C1(=CC=CC=C1)C1C(C(=CC=C1)C1=CC=CC=C1)=O